CN1N=C(C=2C1=CN=CC2)C 1,3-dimethyl-pyrazolo[3,4-c]pyridine